C(C)OC(CCCC[C@H](CCCl)O)=O R-6-hydroxy-8-chlorooctanoic acid ethyl ester